C(C)P([O-])([O-])=O.[Fe+3].C(C)P([O-])([O-])=O.C(C)P([O-])([O-])=O.[Fe+3] iron(III)-(ethyl phosphonate)